tert-Butyl 3-carbamoylpiperazine-1-carboxylate C(N)(=O)C1CN(CCN1)C(=O)OC(C)(C)C